S-(5-(((((1R,2S,5R)-2-carbamoyl-7-oxo-1,6-diazabicyclo[3.2.1]octan-6-yl)oxy)sulfonyl)oxy)-4,4-dimethylpentyl) ethanethioate C(C)(SCCCC(COS(=O)(=O)ON1[C@@H]2CC[C@H](N(C1=O)C2)C(N)=O)(C)C)=O